C1N(CC12COCC2)CC2(CC2)CO (1-((6-Oxa-2-azaspiro[3.4]octan-2-yl)methyl)cyclopropyl)methanol